ClC1=CC=C2C(=CNC2=C1C=1OC=NN1)S(=O)(=O)Cl 6-chloro-7-(1,3,4-oxadiazol-2-yl)-1H-indole-3-sulfonyl chloride